(2-METHYL-1H-IMIDAZOL-1-YL)ACETIC ACID CC=1N(C=CN1)CC(=O)O